7-(6-fluoro-4-(3-methylpyrrolidin-1-yl)pyridin-2-yl)-5,6,7,8-tetrahydro-2,7-naphthyridine-3-carboxylic acid FC1=CC(=CC(=N1)N1CCC=2C=C(N=CC2C1)C(=O)O)N1CC(CC1)C